FC1=C(C=C(C=C1)C(C)O)C=1N=C(C2=C(N1)C=C(S2)CN(C2=NC=C(C=N2)C(=O)NO)C)N2CCOCC2 2-(((2-(2-Fluoro-5-(1-hydroxyethyl)phenyl)-4-morpholinothieno[3,2-d]pyrimidin-6-yl)methyl)(methyl)amino)-N-hydroxypyrimidine-5-carboxamide